C1(=CC=CC=C1)C1(COC1)C(=O)N1CC2=NN(C=C2C1)S(=O)(=O)C1=CC2=C(N=CS2)C=C1 6-{[5-(3-phenyloxetane-3-carbonyl)-2H,4H,5H,6H-pyrrolo[3,4-c]pyrazol-2-yl]sulfonyl}-1,3-benzothiazole